4-((6-oxo-5-phenylpyridazin-1(6H)-yl)methyl)piperidine-1-carboxylic acid tert-butyl ester C(C)(C)(C)OC(=O)N1CCC(CC1)CN1N=CC=C(C1=O)C1=CC=CC=C1